ClC1=C(C=C2C=C(N=CC2=C1)NC(=O)C1CC1)C1CCN(CC1)[C@H]1[C@@H](OCC1)C N-(7-chloro-6-(1-((2S,3R)-2-methyltetrahydrofuran-3-yl)piperidin-4-yl)isoquinolin-3-yl)cyclopropanecarboxamide